ClC1=CC(=C2CCN=CC2=C1)[C@H]1NCCC1 (S)-7-chloro-5-(pyrrolidin-2-yl)-3,4-dihydroisoquinoline